[Al].[Fe].[Cr].[Ni] NICKEL-CHROMIUM-IRON-ALUMINIUM